(1R,3S)-3-(3-{[(2-meth-oxypyridin-4-yl)acetyl]-amino}-1H-pyrazol-5-yl)-cyclopentyl (2S,3R)-3-hydroxy-2,3-dimethyl-azetidine-1-carboxylate O[C@]1([C@@H](N(C1)C(=O)O[C@H]1C[C@H](CC1)C1=CC(=NN1)NC(CC1=CC(=NC=C1)OC)=O)C)C